NC1=CC=C(C=C1)C1=NC=C(C=C1)Br 2-(4-aminophenyl)-5-bromopyridine